1-chloro-8-((3S,5R)-3,5-dimethylpiperazin-1-yl)-3-(pyridin-2-yl)-10-(trifluoromethyl)-3,4-dihydro-2H,6H-[1,4]thiazepino[2,3,4-ij]quinazolin-6-one ClS1CC(CN2C(N=C(C3=CC(=CC1=C23)C(F)(F)F)N2C[C@@H](N[C@@H](C2)C)C)=O)C2=NC=CC=C2